ClC=1C=C(C=C(C1)Cl)C1(CC(=NO1)C1=CC(=C(C(=O)NS(=O)C2=CC=C(C=C2)OC(F)(F)F)C=C1)C)C(F)(F)F 4-(5-(3,5-dichlorophenyl)-5-(trifluoromethyl)-4,5-dihydroisoxazol-3-yl)-2-methyl-N-((4-(trifluoromethoxy)phenyl)sulfinyl)benzamide